2-methoxy-4-{[(4s)-6-{5-methyl-1-[5-(trifluoromethyl)pyridin-2-yl]-1H-pyrazole-4-amido}spiro[3.3]heptan-2-yl]oxy}-1,3-thiazole-5-carboxamide COC=1SC(=C(N1)OC1CC2(C1)CC(C2)NC(=O)C=2C=NN(C2C)C2=NC=C(C=C2)C(F)(F)F)C(=O)N